5-fluoro-2-methyl-4-nitroaniline FC=1C(=CC(=C(N)C1)C)[N+](=O)[O-]